N-(3-amino-trans-cyclobutyl)-N-ethyl-2-(3-(hexyloxy)phenyl)acetamide N[C@@H]1C[C@H](C1)N(C(CC1=CC(=CC=C1)OCCCCCC)=O)CC